C(C(C)C)N1N=CC(=C1)C=1C=NC=2CCN(CC2C1)C=1C(=CC=2N(N1)C=CN2)C 3-(1-isobutylpyrazol-4-yl)-6-(7-methylimidazo[1,2-b]pyridazin-6-yl)-7,8-dihydro-5H-1,6-naphthyridine